SCCC(C(CCS)=O)=O 1,6-bis(sulfanyl)hexane-3,4-dione